N-(3-chloro-2-fluorophenylmethyl)-4-fluoropyrrolidine-2-carboxamide ClC=1C(=C(C=CC1)CNC(=O)C1NCC(C1)F)F